N-((9Z,12Z)-octadeca-9,12-dien-1-yl)octadeca-9,12-dien-1-amine C(CCCCCCC\C=C/C\C=C/CCCCC)NCCCCCCCCC=CCC=CCCCCC